(S)-2-methyl-N-(4-(N-(1-(piperidin-4-yl)ethyl)sulfamoyl)naphthalen-1-yl)benzamide CC1=C(C(=O)NC2=CC=C(C3=CC=CC=C23)S(N[C@@H](C)C2CCNCC2)(=O)=O)C=CC=C1